1,3-Dithiane-2-carboxylate S1C(SCCC1)C(=O)[O-]